3-cyclopropyl-6'-(((1S,3S)-3-((5-(difluoromethoxy)pyrimidin-2-yl)-amino)cyclopentyl)amino)-2H-[1,3'-bipyridyl]-2-one C1(CC1)C=1C(N(C=CC1)C=1C=NC(=CC1)N[C@@H]1C[C@H](CC1)NC1=NC=C(C=N1)OC(F)F)=O